[5-(trifluoromethylphenyl)-1,2,4-oxadiazin-3-yl]benzamide FC(F)(F)C1=C(C=CC=C1)C=1N=C(NOC1)C1=C(C(=O)N)C=CC=C1